N-[(2R)-2-(dimethylamino)propyl]-5,6-dimethyl-pyrido[4,3-b]carbazole-9-carboxamide CN([C@@H](CNC(=O)C1=CC=2C=3C=C4C(=C(C3N(C2C=C1)C)C)C=CN=C4)C)C